2-(5-aminobenzimidazole-2-yl)benzene methyl-3-((2-aminohex-4-en-1-yl)oxy)-4-chloro-5-nitrobenzoate COC(C1=CC(=C(C(=C1)[N+](=O)[O-])Cl)OCC(CC=CC)N)=O.NC1=CC2=C(N=C(N2)C2=CC=CC=C2)C=C1